4-(5,6-dihydroxy-1,1,3-trioxo-1,3-dihydro-2H-1λ6,2-benzothiazol-2-yl)-5-oxooxolane-2-carboxylic acid OC=1C(=CC2=C(C(N(S2(=O)=O)C2CC(OC2=O)C(=O)O)=O)C1)O